3-chlorophenyl-methyl sulfide ClC=1C=C(C=CC1)CSCC1=CC(=CC=C1)Cl